ClC1=C(C=CC=C1)C=1CCN(CC1)\C(=N/O)\C1=C(C=CC=C1C(F)(F)F)F (Z)-(4-(2-chlorophenyl)-3,6-dihydropyridin-1(2H)-yl)(2-fluoro-6-(trifluoromethyl)phenyl)methanone oxime